ClC1=C(C(=CC=C1)Cl)N1CC(C1)C=1C=C2CCC(C2=CC1)=O 5-(1-(2,6-dichlorophenyl)azetidin-3-yl)-2,3-dihydro-1H-inden-1-one